6-(4-Methylcyclohexyl)-N-[(2-oxo-1H-pyridin-3-yl)sulfonyl]-2-(2,4,6-trimethylphenoxy)pyridin-3-carboxamid CC1CCC(CC1)C1=CC=C(C(=N1)OC1=C(C=C(C=C1C)C)C)C(=O)NS(=O)(=O)C=1C(NC=CC1)=O